OCC1CCC(CC1)N1N=C2C=C(C(=CC2=C1)C(=O)NC1=CN=C2N1N=CC=C2)OC 2-((1s,4s)-4-(Hydroxymethyl)cyclohexyl)-N-(imidazo[1,2-b]pyridazin-3-yl)-6-methoxy-2H-indazole-5-carboxamide